1-hydroxy-4-((trifluoromethyl)sulfonyl)-1,3-dihydrobenzo-[c][1,2]oxaborol-6-carboxamid OB1OCC2=C1C=C(C=C2S(=O)(=O)C(F)(F)F)C(=O)N